6-bromo-3-chloro-2-methylphenyl benzoate C(C1=CC=CC=C1)(=O)OC1=C(C(=CC=C1Br)Cl)C